C[C@H]1NCCC(C1)C (R)-2,4-dimethylpiperidine